3-chloro-2,6-difluoro-N-(6-fluoro-2-pyridyl)-4-[3-methoxy-3-(1-methyl-2-piperidyl)pyrrolidin-1-yl]benzenesulfonamide ClC=1C(=C(C(=CC1N1CC(CC1)(C1N(CCCC1)C)OC)F)S(=O)(=O)NC1=NC(=CC=C1)F)F